[7,7-dimethyl-8-oxo-8-(4-pentylnonoxy)octyl] (2S)-4-hydroxypyrrolidine-2-carboxylate OC1C[C@H](NC1)C(=O)OCCCCCCC(C(OCCCC(CCCCC)CCCCC)=O)(C)C